FC=1C=CC(=NC1C)C1=NNC=C1C=1C=C2C=C(C=NC2=CC1)NCCN1CCN(CC1)C(C)C 6-[3-(5-fluoro-6-methyl-2-pyridyl)-1H-pyrazol-4-yl]-N-[2-(4-isopropylpiperazin-1-yl)ethyl]quinolin-3-amine